CN1N=C(C=C1)C=1C=C(C(=NC1)C=1N=NC(=CC1)N(C1CC(NC(C1)(C)C)(C)C)C)O 5-(1-methyl-1H-pyrazol-3-yl)-2-{6-[methyl-(2,2,6,6-tetramethylpiperidin-4-yl)amino]pyridazin-3-yl}pyridin-3-ol